C(C)(C)(C)OC(=O)N1[C@H](C[C@@H](C1)CC1=CC(=CC=C1)C1CC1)C(=O)OCC1=CC=CC=C1 (2R,4S)-4-(3-cyclopropylbenzyl)pyrrolidine-1,2-dicarboxylic acid 2-benzyl ester 1-tert-butyl ester